FC(C1=CC=C(C=C1)C1=NN(C2=NC=CC=C21)C=2C=C(C=CC2)NC(C=C)=O)(F)F N-(3-(3-(4-(trifluoromethyl)phenyl)-1H-pyrazolo[3,4-b]pyridin-1-yl)phenyl)acrylamide